(R) or (S)-N'-((3,3-dimethyl-1,2,3,5,6,7-hexahydrodicyclopenta[b,e]pyridin-8-yl)carbamoyl)-1-ethyl-4-fluoro-1H-pyrazole-3-sulfonimidamide CC1(CCC=2C1=NC1=C(C2NC(=O)N=[S@](=O)(N)C2=NN(C=C2F)CC)CCC1)C |o1:14|